(5-(((4,4-bis(octyloxy)butanoyl)oxy)methyl)-2-(2-(1-methylpiperidin-4-yl)ethyl)-1,3-dioxolan-4-yl)methyl oleate C(CCCCCCC\C=C/CCCCCCCC)(=O)OCC1OC(OC1COC(CCC(OCCCCCCCC)OCCCCCCCC)=O)CCC1CCN(CC1)C